C1(CC1)CN1C(NC2=NC=C(C=C21)C2=C(C=C(C=C2)OC)OC)=O 1-(cyclopropylmethyl)-6-(2,4-dimethoxyphenyl)-3H-imidazo[4,5-b]pyridin-2-one